4,7-dibromo-5-nitro-benzothiadiazole BrC1=C(C=C(C2=C1N=NS2)Br)[N+](=O)[O-]